5-isopropoxy-3-(4,4,5,5-tetramethyl-1,3,2-dioxaborolan-2-yl)pyrazolo[1,5-a]pyridine C(C)(C)OC1=CC=2N(C=C1)N=CC2B2OC(C(O2)(C)C)(C)C